ClC1=CC=C(C=2OC3=C(C=CC=C3C(C12)(C)C)P(C1=CC=CC=C1)C1=CC=CC=C1)P(C1=CC=CC=C1)C1=CC=CC=C1 chloro[9,9-dimethyl-4,5-bis(diphenylphosphino)xanthene]